(7-((3aS,4S,6R,6aR)-6-(hydroxymethyl)-2,2-dimethyltetrahydrofurano[3,4-d][1,3]dioxolan-4-yl)pyrrolo[2,1-f][1,2,4]triazin-4-yl)carbamic acid tert-butyl ester C(C)(C)(C)OC(NC1=NC=NN2C1=CC=C2[C@@H]2O[C@@H]([C@H]1OC(O[C@H]12)(C)C)CO)=O